(R)-1-(2-vinylpyridin-3-yl)ethyl (1-methyl-4-(6-methyl-5-(methylsulfonamido)pyridin-2-yl)-1H-1,2,3-triazol-5-yl)carbamate CN1N=NC(=C1NC(O[C@H](C)C=1C(=NC=CC1)C=C)=O)C1=NC(=C(C=C1)NS(=O)(=O)C)C